CC1CN(CC2=CC(=CC=C12)C(=O)OC)C1CC(N(CC1)C)=O methyl 4-methyl-2-(1-methyl-2-oxopiperidin-4-yl)-1,2,3,4-tetrahydroisoquinoline-7-carboxylate